(S)-1-ethyl-N-(1-((3-fluoro-4-(6-oxo-1,6-dihydropyridazin-4-yl)phenyl)amino)-1-oxo-3,3-diphenylpropan-2-yl)-1H-pyrazole-5-carboxamide C(C)N1N=CC=C1C(=O)N[C@H](C(=O)NC1=CC(=C(C=C1)C=1C=NNC(C1)=O)F)C(C1=CC=CC=C1)C1=CC=CC=C1